N,N'-(cyclohexane-1,3-diylbis(methylene))bis(2,3-dihydroxybenzamide) C1(CC(CCC1)CNC(C1=C(C(=CC=C1)O)O)=O)CNC(C1=C(C(=CC=C1)O)O)=O